3-methyl-2-pentylcyclopent-2-en-1-one CC1=C(C(CC1)=O)CCCCC